3-phenyl-5-((R)-1-(3-(5,6,7,8-tetrahydro-1,8-naphthyridin-2-yl)propyl)piperidin-3-yl)pentanoic acid C1(=CC=CC=C1)C(CC(=O)O)CC[C@H]1CN(CCC1)CCCC1=NC=2NCCCC2C=C1